ClCC=1OC=C(N1)C(=O)NC1CCC1 2-(chloromethyl)-N-cyclobutyloxazole-4-carboxamide